C(C)(C)(C)OC(=O)N1C(=CC2=CC(=CC(=C12)OCC1=C(C=C(C=C1)F)F)F)CN1C(C(=CC=C1)NC([C@H](CC\C=C\C(=O)NC)NC(=O)OC)=O)=O tert-Butyl-(S,E)-7-((2,4-difluorobenzyl)oxy)-5-fluoro-2-((3-(2-((methoxycarbonyl)amino)-7-(methylamino)-7-oxohept-5-enamido)-2-oxopyridin-1(2H)-yl)methyl)-1H-indol-1-carboxylat